((2S,4R,5R)-4-acetoxy-5-(2-amino-8-oxo-7-(thiophen-3-ylmethyl)-7,8-dihydro-9H-purin-9-yl)tetrahydrofuran-2-yl)methylacetat C(C)(=O)O[C@@H]1C[C@H](O[C@H]1N1C2=NC(=NC=C2N(C1=O)CC1=CSC=C1)N)COC(C)=O